NC(C(=O)O)CC1=CC=C(C=C1)OCCNC(=O)N1CCN(CC1)CC(=O)O 2-amino-3-(4-(2-(4-(carboxymethyl)piperazine-1-carboxamido)ethoxy)phenyl)propanoic acid